stibium tungsten [W].[Sb]